2-[1-[2,6-difluoro-4-(6-propoxy-2-pyridyl)phenyl]-4-piperidyl]acetic acid FC1=C(C(=CC(=C1)C1=NC(=CC=C1)OCCC)F)N1CCC(CC1)CC(=O)O